4-[(E)-3-[4-(Cyclohexylmethoxy)-2-hydroxyphenyl]-3-oxoprop-1-enyl]benzoic acid C1(CCCCC1)COC1=CC(=C(C=C1)C(/C=C/C1=CC=C(C(=O)O)C=C1)=O)O